methyl-propan-1-amine CC(CC)N